4-((14-azido-3,6,9,12-tetraoxatetradecyl)amino)-2-(2,6-dioxopiperidin-3-yl)isoindoline N(=[N+]=[N-])CCOCCOCCOCCOCCNC1=C2CN(CC2=CC=C1)C1C(NC(CC1)=O)=O